C(#N)C=1SC(=C(N1)C(=O)N([C@H]1C(CC1)(C)C)NC1=CC(=NC(=C1)F)F)C 2-cyano-[(2,6-difluoro-4-pyridyl)amino]-N-[(1R)-2,2-dimethylcyclobutyl]-5-methyl-thiazole-4-carboxamide